N-{[4-(benzenesulfonyl)phenyl]methyl}-1H-pyrrolo[2,3-b]pyridine-5-carboxamide C1(=CC=CC=C1)S(=O)(=O)C1=CC=C(C=C1)CNC(=O)C=1C=C2C(=NC1)NC=C2